1-[3-(5-bromo-3-pyridinyl)-3,4-dihydropyrazol-2-yl]-2-(chloromethyl)-2-(difluoromethyl)pent-4-en-1-one BrC=1C=C(C=NC1)C1N(N=CC1)C(C(CC=C)(C(F)F)CCl)=O